3-amino-4-(7-fluoro-1H-indazol-4-yl)-6-methoxy-1H-1,7-phenanthrolin-2-one hydrochloride Cl.NC=1C(NC2=C3C=CC=NC3=C(C=C2C1C1=C2C=NNC2=C(C=C1)F)OC)=O